C1(=CC=CC=C1)P(C1=C(C2=CC=CC=C2C=C1)C1=C(C=CC2=CC=CC=C12)P(C1=CC=CC=C1)C1=CC=CC=C1)C1=CC=CC=C1 ls-2,2'-bis-(diphenylphosphino)-1,1'-binaphthyl